CN1C(CCC2=CC(=C(C=C12)C#N)[N+](=O)[O-])=O 1-methyl-6-nitro-2-oxo-1,2,3,4-Tetrahydroquinoline-7-carbonitrile